CC(C#CC1(CC(OC2=C(N=NN2)C(=O)O)=CC=C1)OC)(C)C 5-(3-(3,3-dimethylbut-1-ynyl)-3-methoxyphenoxy)-1H-1,2,3-triazole-4-carboxylic acid